prop-2-en-1-yl N-(2-bromophenyl)carbamate BrC1=C(C=CC=C1)NC(OCC=C)=O